tert-butyl N-[6-bromo-1-(2,2,2-trifluoroethyl)indol-4-yl]carbamate BrC1=CC(=C2C=CN(C2=C1)CC(F)(F)F)NC(OC(C)(C)C)=O